ClC=1C=C2C(=NC(=NC2=C(C1C1=C(C=CC=2SC(=CC21)NC(OC(C)(C)C)=O)F)F)OC[C@@]/2(CN(CC\C2=C/F)C)C)OC tert-Butyl (4-(6-chloro-8-fluoro-2-(((S,E)-4-(fluoromethylene)-1,3-dimethylpiperidin-3-yl)methoxy)-4-methoxyquinazolin-7-yl)-5-fluorobenzo[b]thiophen-2-yl)carbamate